(3R)-3-(tert-Butoxycarbonylamino)-5-[[4-(5-cyclopropyl-1,2,4-oxadiazol-3-yl)phenyl]methyl]-4-oxo-2,3-dihydro-1,5-benzothiazepine-7-Formic acid C(C)(C)(C)OC(=O)N[C@H]1CSC2=C(N(C1=O)CC1=CC=C(C=C1)C1=NOC(=N1)C1CC1)C=C(C=C2)C(=O)O